2-carbamimidoyl-1,2,3,4-tetrahydro-isoquinoline-7-carboxylic acid [4-(1-carbamimidoyl-1,2,3,6-tetrahydro-pyridin-4-yl)-3-methyl-phenyl]-amide C(N)(=N)N1CCC(=CC1)C1=C(C=C(C=C1)NC(=O)C1=CC=C2CCN(CC2=C1)C(N)=N)C